3-(5-fluoro-1-oxo-4-(piperazin-1-yl)isoindolin-2-yl)piperidine-2,6-dione FC=1C(=C2CN(C(C2=CC1)=O)C1C(NC(CC1)=O)=O)N1CCNCC1